(R,Z)-3-((3-butyl-2-methyl-5-(3-methylcyclobutyl)-7-(methylthio)-1,1-dioxido-2,3,4,5-tetrahydrobenzo[f][1,2,5]thiadiazepin-8-yl)oxy)-2-fluoroacrylic acid C(CCC)[C@H]1N(S(C2=C(N(C1)C1CC(C1)C)C=C(C(=C2)O\C=C(\C(=O)O)/F)SC)(=O)=O)C